3,5',6-tris(dimethylamino)-spiro[9H-fluorene-9,1'(3'H)-isobenzofuran]-3'-one CN(C=1C=CC2=C(C1)C1=CC(=CC=C1C21OC(C2=CC(=CC=C12)N(C)C)=O)N(C)C)C